FC(OC=1C=C(C=CC1)[C@H](C(=O)O)C)(F)F |r| (RS)-2-(3-trifluoromethoxyphenyl)-propionic acid